5-(chloromethyl)-3-((chloromethyl)sulfenyl)-5-methyl-4,5-dihydroisoxazole ClCC1(CC(=NO1)SCCl)C